C1OCC12CN(C2)C2=CC=C(N)C=C2 4-(2-oxa-6-azaspiro[3.3]heptan-6-yl)aniline